9,9-dimethyloxyanthracene COC1(C2=CC=CC=C2CC=2C=CC=CC12)OC